OC(C(=O)C1=CC=CC=C1)C1=CC=CC=C1 hydroxy-2-phenyl-acetophenone